COCN(C1=NC(=NC(=N1)NCOC)N(COC)CO)COC (N-(4-(bis(methoxymethyl)amino)-6-(methoxymethyl)amino-1,3,5-triazin-2-yl)-N-(methoxymethyl)amino)methanol